hydroxy-5-((4-(2-nitro-4-(3-(pyridin-2-yl)-1,2,4-oxadiazol-5-yl)phenyl)piperazin-1-yl)methyl)benzaldehyde OC1=C(C=O)C=C(C=C1)CN1CCN(CC1)C1=C(C=C(C=C1)C1=NC(=NO1)C1=NC=CC=C1)[N+](=O)[O-]